NC1=NC=CC(=C1CN(C)C)OC1=C(C=C(C=C1)NC(=O)C=1C=NN(C1C(F)(F)F)C1=CC=CC=C1)F N-(4-((2-amino-3-((dimethylamino)methyl)pyridin-4-yl)oxy)-3-fluorophenyl)-1-phenyl-5-(trifluoromethyl)-1H-Pyrazole-4-Carboxamide